NC1=CC(=C(C=C1)C1=CC=C(C=C1)Cl)CN1CCN(CC1)C1=CC=C(C(=O)OCC)C=C1 Ethyl 4-(4-((4-amino-4'-chloro-[1,1'-biphenyl]-2-yl)methyl)piperazin-1-yl)benzoate